C(#N)C(CC1=CC2=CC=C(C=C2C=C1)C=1C=CC2=C(N(C(O2)=O)C)C1)NC(=O)[C@H]1OCCCN(C1)C(=O)OC(C)(C)C tert-butyl (2S)-2-({1-cyano-2-[6-(3-methyl-2-oxo-1,3-benzoxazol-5-yl)naphthalen-2-yl]ethyl}carbamoyl)-1,4-oxazepane-4-carboxylate